C(=O)(O)CNCC=1C(NC(NC1)=O)=O 5-(carboxymethylaminomethyl)uracil